(R)-4-(4-((S)-2-(4-chlorophenyl)-3-(isopropylamino)propionyl)piperazin-1-yl-2,2,3,3,5,5,6,6-d8)-5-methyl-5,8-dihydropyrido[2,3-d]pyrimidine ClC1=CC=C(C=C1)[C@H](C(=O)N1C(C(N(C(C1([2H])[2H])([2H])[2H])C=1C2=C(N=CN1)NC=C[C@H]2C)([2H])[2H])([2H])[2H])CNC(C)C